C(C)(C)(C)OC(=O)N1CCN(CC1)C(C1=CSC=C1)C=1N=NN(N1)C(F)F 4-((2-(difluoromethyl)-2H-tetrazol-5-yl)(thiophen-3-yl)methyl)piperazine-1-carboxylic acid tert-butyl ester